C(CC)OC1=CC=C(C=C1)S(=O)(=O)OC=1C=C(C=CC1)NC(=O)NC1=CC(=CC=C1)OS(=O)(=O)C1=CC=C(C=C1)OCCC N,N'-bis-[3-(p-propoxybenzenesulfonyloxy)phenyl]urea